C1(=CC=CC=C1)C=1N=C(NC1)N 4-phenyl-1H-imidazol-2-amine